N-(cyanomethyl)-N-(pyridin-2-ylmethyl)nitrous amide C(#N)CN(N=O)CC1=NC=CC=C1